ClC=1C(=NC(=NC1)NC1=NN(N=C1)C)C1=CC=C2CN(C(C2=C1)=O)[C@@H](C(=O)N[C@H](CO)C1=C(C=CC(=C1)OC)F)C (2R)-2-(6-{5-chloro-2-[(2-methyl-2H-1,2,3-triazol-4-yl)amino]pyrimidin-4-yl}-1-oxo-2,3-dihydro-1H-isoindol-2-yl)-N-[(1S)-1-(2-fluoro-5-methoxyphenyl)-2-hydroxyethyl]propanamide